N-(4-fluoro-2-propoxybenzyl)-1-(piperidin-4-yl)methanamine FC1=CC(=C(CNCC2CCNCC2)C=C1)OCCC